NC1=CC(=C(N=N1)N1C(CCC1)=O)OC 1-(6-Amino-4-methoxypyridazin-3-yl)pyrrolidin-2-one